FC=1C=C(C=C(C1)F)[C@@H]1CC[C@H]2OC3(C(N21)=O)CCN(CC3)C(=O)C3=CC=NC=2N3N=CN2 (5'S,7a'R)-5'-(3,5-difluorophenyl)-1-([1,2,4]triazolo[1,5-a]pyrimidine-7-carbonyl)tetrahydro-3'H-spiro[piperidine-4,2'-pyrrolo[2,1-b][1,3]oxazol]-3'-one